tert-Butyl 8-(5-methoxycarbonyl-6-piperidin-1-ylpyridin-2-yl)-2,4-dihydro-1,3-benzoxazine-3-carboxylate COC(=O)C=1C=CC(=NC1N1CCCCC1)C1=CC=CC=2CN(COC21)C(=O)OC(C)(C)C